ClC=1C=C(C=CC1Cl)C=1N=C(SC1SCCC(C)C)N1N=C(C(=C1C(=O)O)CC1=C(C=CC=C1)[N+](=O)[O-])C 1-(4-(3,4-dichlorophenyl)-5-(isopentylthio)thiazol-2-yl)-3-methyl-4-(2-nitrophenylmethyl)-1H-pyrazole-5-carboxylic acid